1-(2-Methoxy-ethyl)-2-(6-trifluoromethoxy-benzothiazol-2-ylamino)-1H-benzoimidazole-5-carboxylic acid (2-ethoxy-ethyl)-amide C(C)OCCNC(=O)C1=CC2=C(N(C(=N2)NC=2SC3=C(N2)C=CC(=C3)OC(F)(F)F)CCOC)C=C1